CN1C(CC(CC1)N(C=1SC2=C(C=NC(=C2)C2=CC3=CN(N=C3C(=C2)F)C)N1)C)C N-(1,2-dimethylpiperidin-4-yl)-6-(7-fluoro-2-methyl-2H-indazol-5-yl)-N-methyl-[1,3]thiazolo[4,5-c]pyridin-2-amine